ClC=1C(=NC(=NC1)NC1CCOCC1)C1=CC=C2CN(C(C2=C1)=O)CC(=O)N[C@H](CO)C1=CC(=NC=C1)OC 2-(6-{5-chloro-2-[(oxacyclohex-4-yl)amino]pyrimidin-4-yl}-1-oxo-2,3-dihydro-1H-isoindol-2-yl)-N-[(1S)-2-hydroxy-1-(2-methoxypyridin-4-yl)ethyl]acetamide